1,4-dimethyl-1H-benzotriazole CN1N=NC2=C1C=CC=C2C